3-methoxy-2-(butylstannyl)pyridine COC=1C(=NC=CC1)[SnH2]CCCC